CC1=NN=C2N1C3=C(C=C(C=C3)Cl)C(=NC2)C4=CC=CC=C4 The molecule is a member of the class of triazolobenzodiazepines that is 4H-[1,2,4]triazolo[4,3-a][1,4]benzodiazepine carrying methyl, phenyl and chloro substituents at positions 1, 6 and 8 respectively. Alprazolam is only found in individuals that have taken this drug. It has a role as an anxiolytic drug, an anticonvulsant, a muscle relaxant, a sedative, a GABA agonist and a xenobiotic. It is a triazolobenzodiazepine and an organochlorine compound.